ClC1=CC=C(C=C1)[C@@H]([C@@H](F)C1=NOC(=N1)CC1=C(C(NC(N1C)=O)=O)C)O ({3-[(1s,2s)-2-(4-chlorophenyl)-1-fluoro-2-hydroxyethyl]-1,2,4-oxadiazol-5-yl}methyl)-1,5-dimethylpyrimidine-2,4-dione